2,2,4-tri-methyl-1,2-dihydroquinoline CC1(NC2=CC=CC=C2C(=C1)C)C